2,5-dihydroxybenzoic acid dihydroxybenzoate OC=1C(=C(C(=O)O)C=CC1)O.OC1=C(C(=O)O)C=C(C=C1)O